FC=1C=C2C=C(NC2=CC1F)C(=O)N1CC2C3CN(C4(CCN3NC2CC1)CC4)CCO 4'-(5,6-difluoro-1H-indole-2-carbonyl)-13'-(2-hydroxyethyl)-4',8',9',13'-tetraazaspiro[cyclopropane-1,12'-tricyclo[7.5.0.02,7]tetradecane]